NCCOCCN(CCOC1=NC=C(C(=N1)C)C(=O)NC=1N=C(SC1)C1=CC(=C(C=C1)Cl)Cl)C 2-(2-((2-(2-aminoethoxy)ethyl)(methyl)amino)ethoxy)-N-(2-(3,4-dichlorophenyl)thiazol-4-yl)-4-methylpyrimidine-5-carboxamide